ClC=1C(=C(NC2=C(NC3=C2C(NCC3)=O)C3=C(C=NC=C3)OC(C)C3CN(CCO3)C)C=CC1)OC 3-(3-chloro-2-methoxyanilino)-2-[3-({1-[4-methylmorpholin-2-yl]ethyl}oxy)pyridin-4-yl]-1,5,6,7-tetrahydro-4H-pyrrolo[3,2-c]pyridin-4-one